ClC=1C=C(C(=NC1)F)C=1C=CC=C2C(=C(C=NC12)C(=O)NN1CCOC2=C1C=CC=C2)N2CCOCC2 8-(5-chloro-2-fluoro-3-pyridyl)-N-(2,3-dihydro-1,4-benzoxazin-4-yl)-4-morpholino-quinoline-3-carboxamide